NC(C(=O)NCC#C)=CC1=CC=C(C=C1)N(CCCl)CCCl (S)-2-amino-3-(4-(bis(2-chloroethyl)amino)phenyl)-N-(prop-2-yn-1-yl)propenamide